[NH4+].ClC1=CC(=C(COC2=NC=C(C(=N2)N2C[C@@H](N(CC2)CC2=NC3=C(N2C[C@H]2OCC2)C=C(C=C3)C(=O)O)C)F)C=C1)F 2-{[(2S)-4-{2-[(4-chloro-2-fluorobenzyl)oxy]-5-fluoropyrimidin-4-yl}-2-methylpiperazin-1-yl]methyl}-1-[(2S)-oxetan-2-ylmethyl]-1H-benzimidazole-6-carboxylic acid ammonium